C(C1=CC=CC=C1)(=O)SC=1SC=CC1 S-(2-thienyl) thiobenzoate